CN(C)CC1CN(C1)C=1C=CC=2N(C(C=C(N2)C2=NN3C(C(=NC(=C3)C)C)=C2)=O)C1 7-{3-[(dimethylamino)methyl]azetidin-1-yl}-2-(4,6-dimethylpyrazolo[1,5-a]pyrazin-2-yl)-4H-pyrido[1,2-a]pyrimidin-4-one